C(CC(=O)C)(=O)OCCCC 2-ethylethyl acetoacetate